3-(4-fluorophenyl)-2-oxobutanoic acid FC1=CC=C(C=C1)C(C(C(=O)O)=O)C